C1=C(C=CC2=CC=CC=C12)C1=C(C(=O)O)C=CC=C1 2-naphthyl-benzoic acid